BrC=1C=C(C=CC1)C1(COC1)C(C1=NC=NN1COCC[Si](C)(C)C)F 5-((3-(3-bromophenyl)oxetan-3-yl)fluoromethyl)-1-((2-(trimethylsilyl)ethoxy)methyl)-1H-1,2,4-triazole